1-[4-(Pyrazine-2-sulfonyl)-phenyl]-3-pyridin-4-ylmethyl-urea N1=C(C=NC=C1)S(=O)(=O)C1=CC=C(C=C1)NC(=O)NCC1=CC=NC=C1